C(C)(C)(C)OC(=O)C1CC(C1)([N+](=O)[O-])CO (1s,3s)-3-(hydroxymethyl)-3-nitrocyclobutane-1-carboxylic acid tert-butyl ester